C(C)[C@H]1CN(CCN1C(C)=O)C(=O)C=1C=C(CN2C(NC(C3=CC=CC=C23)=O)=O)C=CC1F (S)-1-(3-(3-ethyl-4-acetylpiperazine-1-carbonyl)-4-fluorobenzyl)quinazoline-2,4(1H,3H)-dione